FC1=CC=C(C=C1)C1(CCC1)OCC(=O)N1CC2CCC(C1)N2C2=NC=C(C#N)C=C2 6-(3-(2-(1-(4-fluorophenyl)cyclobutoxy)acetyl)-3,8-diazabicyclo[3.2.1]octan-8-yl)nicotinonitrile